NN1C(SC2=C1C=CC(=C2)C(=O)OCC)=N ethyl 3-amino-2-imino-1,3-benzothiazole-6-carboxylate